9-((1r,4r)-4-hydroxycyclohexyl)-7-methyl-2-((7-methylquinoxalin-6-yl)amino)-7,9-dihydro-8H-purin-8-one OC1CCC(CC1)N1C2=NC(=NC=C2N(C1=O)C)NC=1C=C2N=CC=NC2=CC1C